C(C)C1=CC=C(C=C1)CCC1=CC=C(C=O)C=C1 4-((4-ethylphenyl)ethyl)benzaldehyde